FC(C(=O)O)(F)F.FC1=C(C=C(C=C1)NC(C=C)=O)NC1=NC(=NC=C1C1=CC=C(C=C1)C(F)(F)F)NC1=C(C=CC=C1)OC N-(4-fluoro-3-((2-((2-methoxyphenyl)amino)-5-(4-(trifluoromethyl)phenyl)pyrimidin-4-yl)amino)phenyl)acrylamide trifluoroacetate